6-bromo-4-[[(2,4-dimethoxyphenyl)methylamino]methyl]-2H-isoquinolin-1-one BrC=1C=C2C(=CNC(C2=CC1)=O)CNCC1=C(C=C(C=C1)OC)OC